ClC1=NC=C(C(=C1)OC=1N=CC=2CCC3=C(C2C1F)NC1=C3C(NCC1)=O)Cl 2-((2,5-dichloropyridin-4-yl)oxy)-1-fluoro-5,6,8,9,10,11-hexahydro-7H-pyrido[3',4':4,5]pyrrolo[2,3-f]isoquinolin-7-one